7-chloro-N-[(1S)-1-[[(1S)-1-cyano-2-[(3S)-2-oxopyrrolidin-3-yl]ethyl]carbamoyl]-3,3-dimethyl-butyl]-1H-indole-2-carboxamide ClC=1C=CC=C2C=C(NC12)C(=O)N[C@@H](CC(C)(C)C)C(N[C@@H](C[C@H]1C(NCC1)=O)C#N)=O